4-((5-(4-Fluorophenyl)-1-(4-(trifluoromethyl)benzyl)-1H-benzo[d]imidazole-7-amidyl)methyl)benzoic acid FC1=CC=C(C=C1)C1=CC2=C(N(C=N2)CC2=CC=C(C=C2)C(F)(F)F)C(=C1)C(=O)NCC1=CC=C(C(=O)O)C=C1